6'-chloro-N-(4-chlorophenyl)-6''-fluoro-4-hydroxy-6-oxo-1,2,3,6-tetrahydro-[2,3':5',3''-terpyridine]-5-carboxamide ClC1=C(C=C(C=N1)C1NC(C(=C(C1)O)C(=O)NC1=CC=C(C=C1)Cl)=O)C=1C=NC(=CC1)F